BrC1=NC=CC(=C1)N 2-bromo-pyridin-4-amine